iron-aluminum-copper [Cu].[Al].[Fe]